ClC1=CC(=C(C=C1C#N)NS(=O)(=O)C=1C=C(C(=O)OC)C=CC1O)N1C(CCCC1)COCCO methyl 3-(N-(4-chloro-5-cyano-2-(2-((2-hydroxyethoxy)methyl)piperidin-1-yl)phenyl)sulfamoyl)-4-hydroxybenzoate